[Sb]=[Te].[As] arsenic antimony telluride